Methyl 2-(pyridine-3-amido)thiophene-3-carboxylate N1=CC(=CC=C1)C(=O)NC=1SC=CC1C(=O)OC